S(=O)(=O)(ON1[C@@H]2CC[C@H](N(C1=O)C2)C(NS(=O)(=O)[C@H]2CN(CC2)S(=O)(=O)C)=N)O (2S,5R)-2-(N-(((R)-1-(methylsulfonyl) pyrrolidin-3-yl) sulfonyl) carbamimidoyl)-7-oxo-1,6-diazabicyclo[3.2.1]octan-6-yl hydrogen sulfate